(S)-1-cyano-N-(5-(4-(prop-2-yn-1-ylcarbamoyl)phenyl)thiazol-2-yl)pyrrolidine-3-carboxamide C(#N)N1C[C@H](CC1)C(=O)NC=1SC(=CN1)C1=CC=C(C=C1)C(NCC#C)=O